O=C1N(CC2=CC(=CC=C12)C=1NC(C2=CC=CC=C2C1)=O)C1C(NC(CC1)=O)=O 3-[1-oxo-5-(1-oxo-1,2-dihydroisoquinolin-3-yl)-2,3-dihydro-1H-isoindol-2-yl]piperidine-2,6-dione